5-methoxy-3-(4,4,5,5-tetramethyl-1,3,2-dioxaborolan-2-yl)pyridine-2-carbonitrile COC=1C=C(C(=NC1)C#N)B1OC(C(O1)(C)C)(C)C